3-(azidomethyl)-7-bromo-1-(4-(trifluoromethyl)phenyl)-1,2,3,4-tetrahydro-1,5-naphthyridine N(=[N+]=[N-])CC1CN(C2=CC(=CN=C2C1)Br)C1=CC=C(C=C1)C(F)(F)F